2-amino-6-borono-2-(4-(4-(3,4-difluorobenzyl)piperidin-1-yl)butyl)-hexanoic acid NC(C(=O)O)(CCCCB(O)O)CCCCN1CCC(CC1)CC1=CC(=C(C=C1)F)F